C(=O)=C(CNC(=O)C1=NC=CC=C1)C N-(2-carbonylpropyl)-2-pyridinecarboxamide